6-ethynyl-4,4-dimethyl-thiochromene C(#C)C=1C=C2C(C=CSC2=CC1)(C)C